[O-]P([O-])(=O)OP(=O)([O-])OP(=O)([O-])[O-].[Na+].[Na+].[Na+].[Na+].[Na+] pentanatrium triphosphate